FC1=C(C=CC(=C1)F)C1=NC=2C(=NC(=CC2)N2CCNCC2)N1C1=CC=NC=C1 4-[2-(2,4-difluorophenyl)-3-(pyridin-4-yl)-3H-imidazo[4,5-b]Pyridin-5-yl]Piperazine